3-((2-(5-fluoro-1H-pyrazolo[3,4-b]pyridin-3-yl)pyrrolo[2,1-f][1,2,4]triazin-4-yl)amino)bicyclo[2.2.2]oct-5-ene-2-carboxylic acid FC=1C=C2C(=NC1)NN=C2C2=NN1C(C(=N2)NC2C(C3C=CC2CC3)C(=O)O)=CC=C1